C(CCCCCCC)N(C1=CC=C(C=C1)C(=O)C1=CC=C(C=C1)N(CCCCCCCCCCCC)CCCCCCCC)CCCCCCCCCCCC bis(4-(n-octyl-n-dodecylamino) phenyl) ketone